isocyanuric acid (methyl)acrylate COC(C=C)=O.N1C(=O)NC(=O)NC1=O